2-(6-((tert-butyldiphenylsilyl)oxy)-5-(((tert-butyldiphenylsilyl)oxy)methyl)-5-fluorohexyl)-1,8-naphthyridine [Si](C1=CC=CC=C1)(C1=CC=CC=C1)(C(C)(C)C)OCC(CCCCC1=NC2=NC=CC=C2C=C1)(F)CO[Si](C1=CC=CC=C1)(C1=CC=CC=C1)C(C)(C)C